2-(2-(2-(2-aminoethoxy)ethoxy)ethoxy)ethyl (2-(2-((6-chlorohexyl)oxy)ethoxy)ethyl)carbamate 2,2,2-trifluoroacetate FC(C(=O)O)(F)F.ClCCCCCCOCCOCCNC(OCCOCCOCCOCCN)=O